C(CC)OC(C(=O)O)CC 2-PROPOXYBUTANOIC ACID